C(C)(C)(C)OC(=O)N[C@H](C(=O)O)CC1CCCCC1 (S)-2-((tert-butyloxycarbonyl)amino)-3-cyclohexylpropionic acid